lithium 8-((4-fluorophenyl)sulfonamido)chromane-2-carboxylate FC1=CC=C(C=C1)S(=O)(=O)NC=1C=CC=C2CCC(OC12)C(=O)[O-].[Li+]